N-(6-amino-5-ethyl-3-pyridyl)-2-[(2R,5S)-5-methyl-2-(2-oxo-3,4-dihydro-1H-quinolin-6-yl)-1-piperidyl]-2-oxo-acetamide NC1=C(C=C(C=N1)NC(C(=O)N1[C@H](CC[C@@H](C1)C)C=1C=C2CCC(NC2=CC1)=O)=O)CC